ClC1=C(C(=CC=C1)Cl)C1CN(C1)C1=CC(=C(C(=C1)C)CN1CC(C1)(O)C)C 1-[[4-[3-(2,6-dichlorophenyl)azetidin-1-yl]-2,6-dimethyl-phenyl]methyl]-3-methyl-azetidin-3-ol